1-(2,4-dimethoxypyrimidin-5-yl)-5-(propan-2-yl)-1H-pyrrole-3-carboxamide COC1=NC=C(C(=N1)OC)N1C=C(C=C1C(C)C)C(=O)N